C(C=C)OC1=CC=C(C=C1)C1=CC=2C(C3=CC(=CC=C3C2C=C1)Br)(CCCCCCCCCCCC)CCCCCCCCCCCC 2-(4-(allyloxy)phenyl)-7-bromo-9,9-didodecyl-9H-fluorene